C(C)(C)(C)OC(=O)N1C(=CC2=C1C(N(C=C2C2=C(C=C1C=NN(C1=C2)S(=O)(=O)CC)NC2=C(C=C(C=C2)Cl)F)C)=O)C(C)(C)C 4-(5-((4-chloro-2-fluorophenyl)amino)-1-(ethylsulfonyl)-1H-indazol-6-yl)-6-methyl-7-oxo-6,7-dihydro-tert-butyl-1H-pyrrolo[2,3-c]pyridine-1-carboxylic acid tert-butyl ester